FC1=CC=C2CC[C@@]3(CCC4=C(NC(N(C4=O)C4CCOCC4)=O)N3)C2=C1 (R)-6-fluoro-3'-(tetrahydro-2H-pyran-4-yl)-2,3,5',8'-tetrahydro-1'H-spiro[indene-1,7'-pyrido[2,3-d]pyrimidine]-2',4'(3'H,6'H)-dione